tert-Butyl ((1R,3R)-3-carbamoyl-3-methylcyclohexyl)carbamate C(N)(=O)[C@]1(C[C@@H](CCC1)NC(OC(C)(C)C)=O)C